N-[(1S)-1-(dicyclopropyl-methyl)-2-[[5-(4,5-dimethyl-3-pyridyl)-6-fluoro-2-pyridyl]amino]-2-oxo-ethyl]-2-isopropyl-pyrazole-3-carboxamide C1(CC1)C([C@@H](C(=O)NC1=NC(=C(C=C1)C=1C=NC=C(C1C)C)F)NC(=O)C=1N(N=CC1)C(C)C)C1CC1